C1(=CC=C(C=C1)OC1=C(N=NN1)C(=O)O)C1=CC=CC=C1 5-([1,1'-biphenyl]-4-yloxy)-1H-1,2,3-triazole-4-carboxylic acid